OC=1C(=NC=CC1OC)C(=O)N[C@H](C(=O)O[C@H]([C@@H](C)C1=C(C=C(C=C1)C)C)C)C [(1S,2S)-2-(2,4-dimethylphenyl)-1-methylpropyl] (2S)-2-[(3-hydroxy-4-methoxy-pyridine-2-carbonyl)amino]propanoate